4-{[2-(2-methoxyethoxy)ethanesulfonyl]methyl}aniline COCCOCCS(=O)(=O)CC1=CC=C(N)C=C1